5-(cyanomethyl)-3-cyclopropyl-8-fluoro-N-[6-(4-isopropyl-4H-1,2,4-triazol-3-yl)pyridin-2-yl]-5,6-dihydro-4H-benzo[f]imidazo[1,5-a][1,4]diazepine-9-carboxamide C(#N)CN1CC=2N(C3=C(C1)C=C(C(=C3)C(=O)NC3=NC(=CC=C3)C3=NN=CN3C(C)C)F)C=NC2C2CC2